C(N)(OC(CCC)CC(F)(F)F)=O 2,2,2-trifluoroethylbutyl carbamate